C(C1=CC=C(C(=O)[O-])C=C1)(=O)[O-] Terephthalate